(1-(4,5-dimethyl-6-oxo-1,6-dihydropyrimidin-2-yl)-3-methyl-1H-pyrazol-5-yl)but-2-enamide CC=1N=C(NC(C1C)=O)N1N=C(C=C1C(C(=O)N)=CC)C